COC(C1=C(C=C(C(=C1)N1CCNCC1)F)F)=O 2,4-difluoro-5-piperazin-1-yl-benzoic acid methyl ester